2-cyclopropyl-4-isopropoxy-6-(4-((4-oxo-3,4-dihydroquinazolin-2-yl)methyl)piperazin-1-yl)benzonitrile C1(CC1)C1=C(C#N)C(=CC(=C1)OC(C)C)N1CCN(CC1)CC1=NC2=CC=CC=C2C(N1)=O